NC1=NC=CC=2N1C(=NC2C2CCN(CC2)C(C(C)C)=O)C2=CC=C(C=C2)NC(=O)C=2C(N(C(N(C2)C(C)C)=O)C2=NC=CC=C2)=O N-(4-(5-amino-1-(1-isobutyrylpiperidin-4-yl)imidazo[1,5-c]pyrimidin-3-yl)phenyl)-1-isopropyl-2,4-dioxo-3-(pyridin-2-yl)-1,2,3,4-tetrahydropyrimidine-5-carboxamide